6,7-dihydrocyclopenta[b]pyridine-5-one N1=C2C(=CC=C1)C(CC2)=O